3-(1-methoxybutan-2-yl)-2-methyl-6-nitroquinazolin-4(3H)-one COCC(CC)N1C(=NC2=CC=C(C=C2C1=O)[N+](=O)[O-])C